C(C1=CC=CC=C1)C1CC(C(N1C(=O)OC(C)(C)C)=O)CC1N(C(OC1)(C)C)C(=O)OCCCC butyl 4-((5-benzyl-1-(tert-butoxycarbonyl)-2-oxopyrrolidin-3-yl)methyl)-2,2-dimethyloxazolidine-3-carboxylate